3-(4-phenoxyphenyl)-1λ2-pyrazolo[5,4-d]pyrimidin-4-amine O(C1=CC=CC=C1)C1=CC=C(C=C1)C1=N[N]C2=NC=NC(=C21)N